ISOINDOLIN-1-ONE-4-BORONIC ACID C1(NCC=2C(=CC=CC12)B(O)O)=O